NC1=NC=C(C(=N1)C(F)F)C1=NC(=NC(=N1)N1CCOCC1)N1CCN(CC1)C(CCCCCC(C=C(C)C)=O)=O 1-(4-(4-(2-amino-4-(difluoromethyl)pyrimidin-5-yl)-6-morpholino-1,3,5-triazin-2-yl)piperazin-1-yl)-9-methyldec-8-ene-1,7-dione